FC=1C=C(C=C(C1)F)C1CC=NN1C(=O)C12CC(C1)(C2)C(=O)O 3-(5-(3,5-Difluorophenyl)-4,5-dihydro-1H-pyrazole-1-carbonyl)bicyclo[1.1.1]pentane-1-carboxylic acid